6-bromo-8-fluoro-2,3-dimethyl-imidazo[1,2-a]pyridine BrC=1C=C(C=2N(C1)C(=C(N2)C)C)F